2-Ethylhexyl 3-[3-amino-4-[(4-methylpiperazin-1-yl)methyl]phenyl]sulfanylpropanoate NC=1C=C(C=CC1CN1CCN(CC1)C)SCCC(=O)OCC(CCCC)CC